6-bromo-3-iodo-2-methyl-imidazo[1,2-a]pyrazine BrC=1N=CC=2N(C1)C(=C(N2)C)I